(S)-quinuclidin-3-yl (6-(2,3-difluorophenyl)-2,2-dimethyl-2,3-dihydro-1H-inden-1-yl)carbamate FC1=C(C=CC=C1F)C1=CC=C2CC(C(C2=C1)NC(O[C@@H]1CN2CCC1CC2)=O)(C)C